FC1=CC(=CC2=C1N=C(S2)NC(=O)C2CNCCC2)C N-(4-fluoro-6-methyl-1,3-benzothiazol-2-yl)piperidine-3-carboxamide